C1=CC=CC=2C3=CC=CC=C3C(C12)COC(=O)N[C@@H](CCCCNC(=O)C1N(CCSC1)C(=O)OC(C)(C)C)C(=O)O N2-(((9H-fluoren-9-yl)methoxy)carbonyl)-N6-(4-(tert-butoxycarbonyl)thiomorpholine-3-carbonyl)-L-lysine